ethyl 2-(((tert-butyldimethylsilyl) oxy) methyl)-3-iodoimidazo[1,2-a]pyridine-6-carboxylate [Si](C)(C)(C(C)(C)C)OCC=1N=C2N(C=C(C=C2)C(=O)OCC)C1I